F[C@H]1[C@H](C1)C(=O)NC1=CC=2C(C=3N=C(N=CC3C2C=C1)C(F)(F)F)=O.[Cu].[He] helium copper (1R,2R)-2-fluoro-N-(9-oxo-2-(trifluoromethyl)-9H-indeno[2,1-d]pyrimidin-7-yl)cyclopropane-1-carboxamide